4-phenethyloxy-3-(trifluoromethyl)aniline methyl-2-oxo-1,2-dihydro-1,6-naphthyridine-3-carboxylate COC(=O)C=1C(NC2=CC=NC=C2C1)=O.C(CC1=CC=CC=C1)OC1=C(C=C(N)C=C1)C(F)(F)F